OCCOC1CCN(CC1)C(=O)C=1C2=C(N(N1)CC(=O)N1C3CC3C(CC1)OC1=CC=CC=C1)C[C@@H]1[C@H]2C1 2-((3bR,4aR)-3-(4-(2-Hydroxyethoxy)piperidine-1-carbonyl)-3b,4,4a,5-tetrahydro-1H-cyclopropa[3,4]cyclopenta[1,2-c]pyrazol-1-yl)-1-(5-phenoxy-2-azabicyclo[4.1.0]heptan-2-yl)ethanone